(p-methoxyphenyl)n-butyltellurium COC1=CC=C(C=C1)CCCC[Te]